CC1(OC2=C(C1)C=C(C(=C2)OC[C@@H]2CNC(C2)=O)NC(=O)C=2C=NN1C2N=CC=C1)C (S)-N-(2,2-dimethyl-6-((5-oxopyrrolidin-3-yl)methoxy)-2,3-dihydrobenzofuran-5-yl)pyrazolo[1,5-a]pyrimidine-3-carboxamide